4-bromo-2-(2-oxopropyl)benzonitrile BrC1=CC(=C(C#N)C=C1)CC(C)=O